C(C)(C)(C)C1N(OC=N1)CC1=C(C=C(C=C1)C1=NNC2=CC=C(C=C12)C1=CC=C(C=C1)N1CCN(CC1)CC=1C=C2CN(C(C2=CC1)=O)C1C(NC(CC1)=O)=O)C 3-(tert-butyl)-N-(4-(5-(4-(4-((2-(2,6-dioxopiperidin-3-yl)-1-oxoisoindoline-5-yl)methyl)piperazin-1-yl)phenyl)-1H-indazol-3-yl)-2-methylbenzyl)-1,2,4-oxadiazole